8-Hydroxy-6-({2-oxo-[1,2'-bipyridin]-3-yl}amino)imidazo[1,2-b]pyridazine-3-carboxylic acid OC=1C=2N(N=C(C1)NC=1C(N(C=CC1)C1=NC=CC=C1)=O)C(=CN2)C(=O)O